(S)-(2-Chloro-3-fluorophenyl)(cyclopropyl)methanamine ClC1=C(C=CC=C1F)[C@@H](N)C1CC1